FC1=C(C(=CC=C1)F)C1=CC(=C(N=N1)C(=O)OC)NC1=CC=C(C=C1)OCC Methyl 6-(2,6-difluorophenyl)-4-((4-ethoxyphenyl)amino)pyridazine-3-carboxylate